1-(3-(1,1-difluoro-2-hydroxyethyl)-4-methyl-1-phenyl-1H-pyrazol-5-yl)-3-((3s,4r)-4-(3,4-difluorophenyl)-1-(2-methoxyethyl)pyrrolidin-3-yl)urea FC(CO)(F)C1=NN(C(=C1C)NC(=O)N[C@@H]1CN(C[C@H]1C1=CC(=C(C=C1)F)F)CCOC)C1=CC=CC=C1